C1(=CC=CC=2SC3=C(C21)C=CC=C3)C3=C(C=CC=C3)N(C=3C2(C1=CC4=CC=CC=C4C1=CC3)C=CC=C3C1=CC=CC=C1C=C32)C3=C(C(=CC=2C1=CC=CC=C1CC32)C)C (dibenzothiophenylphenyl)(dimethylfluorenyl)(spirobifluorenyl)amine